[K+].N[C@H](CC(=O)[O-])C(=O)[O-].[K+] D-aspartic acid potassium salt